(E)-1-(1-methylindolin-3-yl)-3-(pyrrolidin-1-yl)prop-2-en-1-one CN1CC(C2=CC=CC=C12)C(\C=C\N1CCCC1)=O